ClC=1C=C(CSC2=C(N=NN2)C(=O)O)C=CC1Cl 5-((3,4-dichlorobenzyl)thio)-1H-1,2,3-triazole-4-carboxylic acid